IC(CC(=O)O)(C)C β-iodoisovaleric acid